ClC=1C=CC(=C(C1)C=1N=CN(C(C1)=O)[C@H]1CCC[C@H](C(NC=2C=NN(C2C=2C=CN=C1C2)C)=O)C)C2=CC=C1C=CN=CC1=C2 (9R,13S)-13-{4-[5-chloro-2-(isoquinolin-7-yl)phenyl]-6-oxo-1,6-dihydropyrimidin-1-yl}-3,9-dimethyl-3,4,7,15-tetraazatricyclo[12.3.1.02,6]Octadecan-1(18),2(6),4,14,16-pentaen-8-one